Methylstearamid CC(C(=O)N)CCCCCCCCCCCCCCCC